4,5-dithiane C1CCSSC1